β-methoxyethoxysilane methoxymethyl-4-((4-(benzyloxy)-2-methoxy-6-methylbenzoyl)oxy)-2-bromo-3,5,6-trimethylbenzoate COCOC(C1=C(C(=C(C(=C1C)C)OC(C1=C(C=C(C=C1C)OCC1=CC=CC=C1)OC)=O)C)Br)=O.COCCO[SiH3]